FC=1C=C(C(=O)C2(CN(C2)C(=O)O)C)C=C(C1C(C)C)F 3-(3,5-Difluoro-4-isopropyl-benzoyl)-3-methyl-azetidine-1-carboxylic acid